CN(CCCC=C(C(=O)N)C)C 3-dimethylaminopropyl-methacrylamide